(5-phenylpyridin-3-yl)methyl ((2-(2,6-dioxopiperidin-3-yl)-3-oxoisoindolin-5-yl)methyl)carbamate O=C1NC(CCC1N1CC2=CC=C(C=C2C1=O)CNC(OCC=1C=NC=C(C1)C1=CC=CC=C1)=O)=O